ClC1=C(C(=O)NC2=C3C=NN(C3=CC=C2)C2=CC(=CC=C2)OC(F)F)C(=CC=C1CNC(C(C)(C)C)=O)Cl 2,6-Dichloro-N-{1-[3-(difluoromethoxy)phenyl]-1H-indazol-4-yl}-3-{[(2,2-dimethylpropionyl)amino]methyl}benzamide